(2R,4R)-N-(4-(tert-butyl)phenyl)-4-hydroxy-N-(2-((2-morpholinoethyl)amino)-2-oxo-1-(pyridin-3-yl)ethyl)pyrrolidine-2-carboxamide C(C)(C)(C)C1=CC=C(C=C1)N(C(=O)[C@@H]1NC[C@@H](C1)O)C(C(=O)NCCN1CCOCC1)C=1C=NC=CC1